ClC=1C(=NN2C1N=C(C=C2C2=CC=CC=C2)C2=CC=CC=C2)C(=O)OCC ethyl 3-chloro-5,7-diphenylpyrazolo[1,5-a]pyrimidine-2-carboxylate